9,10-dihydro-anthracene-2-yl-diphenyl-sulfonium Silver [Ag+].C1=C(C=CC=2CC3=CC=CC=C3CC12)[S+](C1=CC=CC=C1)C1=CC=CC=C1